NC1CC=2C(=C(SC2)C(=O)OCC)CC1 ethyl 5-amino-4,5,6,7-tetrahydro-2-benzothiophene-1-carboxylate